ClC=1C(=CC(=C(CN2C[C@@H](CC2)CNC(OC(C)(C)C)=O)C1)F)OCC tert-butyl (S)-((1-(5-chloro-4-ethoxy-2-fluorobenzyl)pyrrolidin-3-yl)methyl)carbamate